FC1=CC=C(C=C1F)[Se][Se]C1=CC=C(C(=C1)F)F bis-(4,5-difluorophenyl) diselenide